NC=1N=NC(=CC1N1C[C@H]2CC[C@@H](C1)N2C=2C=C(OC1CCN(CC1)C1CCN(CC1)C=1C=C(C=CC1)N([C@H]1C(NC(CC1)=O)=O)C)C=CC2)C2=C(C=CC=C2)O (R)-3-((3-(4-(3-((1R,5S)-3-(3-amino-6-(2-hydroxyphenyl)pyridazin-4-yl)-3,8-diazabicyclo[3.2.1]octan-8-yl)phenoxy)-[1,4'-bipiperidin]-1'-yl)phenyl)(methyl)amino)piperidine-2,6-dione